4-((S)-3-amino-3-methylpyrrolidin-1-yl)-6-cyano-5-(3,5-difluorophenyl)-N-((S)-1,1,1-trifluoropropan-2-yl)nicotinamide N[C@@]1(CN(CC1)C1=C(C(=NC=C1C(=O)N[C@H](C(F)(F)F)C)C#N)C1=CC(=CC(=C1)F)F)C